(11Z,14Z)-icosa-11,14-dien-1-yloxyl-N,N-dimethyl-3-(pentyloxy)propan-2-amine C(CCCCCCCCC\C=C/C\C=C/CCCCC)OCC(COCCCCC)N(C)C